(S)-N-(5-cyclopropyl-7-(6-(1-hydroxybutyl)-4-methylpyridin-3-yl)-2,6-naphthyridin-3-yl)cyclopropanecarboxamide C1(CC1)C1=C2C=C(N=CC2=CC(=N1)C=1C=NC(=CC1C)[C@H](CCC)O)NC(=O)C1CC1